difluoropentane CCCCC(F)F